3-(4-(3-((Tert-butyldimethylsilyl)oxy)propoxy)phenoxy)piperidine-2,6-dione [Si](C)(C)(C(C)(C)C)OCCCOC1=CC=C(OC2C(NC(CC2)=O)=O)C=C1